(1-methyl-4-piperidyl) 4-methylbenzenesulfonate CC1=CC=C(C=C1)S(=O)(=O)OC1CCN(CC1)C